O1CCC1N1N=CC(=C1)N 1-(oxetan-4-yl)pyrazol-4-amine